N-Propyl-Morpholine C(CC)N1CCOCC1